COCC1=C(C(=CC(=C1)OC(C)(C)C)COC)O 2,6-bis(methoxymethyl)-4-tert-butoxyphenol